C1(=CCCC1)B(O)O cyclopenteneboronic acid